OC(CNC1=CC=CC=C1)O N-(dihydroxyethyl)aniline